4,4-Dimethyl-1-vinylcyclohexane-1-ol CC1(CCC(CC1)(O)C=C)C